C(C)(C)(C)OC(=O)C1(CCOCC1)C1=C(C2=C(NC(=N2)[C@@H](NC(=O)C2=NON=C2C)C2CCC(CC2)(F)F)C=C1)F 4-(2-{(S)-(4,4-Difluorocyclohexyl)[(4-methyl-1,2,5-oxadiazole-3-carbonyl)-amino]methyl}-4-fluoro-1H-benzimidazol-5-yl)tetrahydropyran-4-carboxylic acid tert-butyl ester